C(CCCCC)(=O)O[C@H](\C=C\C1CC(CC1O)(O)CC=CCCCC=O)CCC1=CC=CC=C1O[N+](=O)[O-] 6-(nitroxy)-(1s,2e)-3-[(2r,2r)-3-[(2r,5r)-7-oxo-2-hepten-1-yl]-3,5-dihydroxycyclopentyl]-1-(2-phenylethyl)-2-propen-1-yl hexanoate